IC=1C=CC=NC1 5-(iodo)pyridine